5-((1-(2,2-difluoroethyl)-1H-pyrazol-5-yl)methoxy)-2-methylbenzofuran-3-carboxylic acid FC(CN1N=CC=C1COC=1C=CC2=C(C(=C(O2)C)C(=O)O)C1)F